5-methyl-3-phenyl-2-(pyridin-4-yl)-6-(quinolin-6-yl)pyrazolo[1,5-a]pyrimidin-7(4H)-one CC=1NC=2N(C(C1C=1C=C3C=CC=NC3=CC1)=O)N=C(C2C2=CC=CC=C2)C2=CC=NC=C2